Cl.FC1=C(C=C(C=C1)F)[C@]1([C@@H]2CCNC[C@H]12)CNC(OCC1=CC=CC=C1)=O benzyl (((1S,6R,7R)-7-(2,5-difluorophenyl)-3-azabicyclo[4.1.0]heptan-7-yl)methyl)carbamate hydrochloride